1-(4-(4-chlorophenoxy)-2,6-diisopropylphenyl)-1H-pyrrole-2,5-dione ClC1=CC=C(OC2=CC(=C(C(=C2)C(C)C)N2C(C=CC2=O)=O)C(C)C)C=C1